C(#N)C1=CC=C(C(=N1)[C@H](C)N[S@@](=O)C(C)(C)C)F (S)-N-[(1S)-1-(6-cyano-3-fluoropyridin-2-yl)ethyl]-2-methylpropane-2-sulfinamide